C1(CC1)CN(S(=O)=O)C=CC1=CC=C(C=C1)OC N-(cyclopropylmethyl)-N-(4-methoxyphenyl)vinylsulfonamide